N1=C(C=CC=C1)C1=NC(=C(N=C1C1=NC=CC=C1)C1=NC=CC=C1)C1=NC=CC=C1 2,3,5,6-tetra(2-pyridyl)pyrazine